7-Methylinosine C[N+]1=CN([C@H]2[C@H](O)[C@H](O)[C@@H](CO)O2)C=2N=CN=C(C12)O